O[C@@H]1C[C@H](N(C1)C(=O)[C@H](C(C)(C)C)N1N=NC(=C1)CC(C(=O)OCC1=CC=CC=C1)(C)C)C(NC)=O benzyl 3-[1-[(1S)-1-[(2S,4R)-4-hydroxy-2-(methylcarbamoyl)pyrrolidine-1-carbonyl]-2,2-dimethyl-propyl]triazol-4-yl]-2,2-dimethyl-propanoate